ClCCCCC=CC(CCOCOCOCCC(CC)C=CCCCCCl)CC (3Z)-6-chloro-3-hexenylpentyloxymethyl ether